(2R,4R,6S)-2-(4-nitrophenoxy)-4,6-diphenyl-1,3,2-oxathiaphosphinane 2-oxide [N+](=O)([O-])C1=CC=C(O[P@]2(O[C@@H](C[C@@H](S2)C2=CC=CC=C2)C2=CC=CC=C2)=O)C=C1